(S)-3-(1-(3-(3,5-dimethylphenyl)-1-methyl-1,2,4-triazol-5-yl)ethyl)-8-methoxy-2H-pyrido[2,3-e][1,3]oxazine-2,4(3H)-dione CC=1C=C(C=C(C1)C)C1=NN(C(=N1)[C@H](C)N1C(OC2=C(C1=O)N=CC=C2OC)=O)C